5-fluoro-2-(((3S,4R)-3-hydroxytetrahydro-2H-pyran-4-yl)amino)-7-(1,1,1-trifluoropropan-2-yl)pyrrolo[2,1-f][1,2,4]triazine-6-carbonitrile FC=1C(=C(N2N=C(N=CC21)N[C@H]2[C@@H](COCC2)O)C(C(F)(F)F)C)C#N